3-hydroxy-2-naphthalenecarboxylic acid OC=1C(=CC2=CC=CC=C2C1)C(=O)O